N-(Boc)-L-alanine C(=O)(OC(C)(C)C)N[C@@H](C)C(=O)O